O1C=CC2=C1C(=CC=C2)C2=NC(=NC=C2)N 4-(Benzofuran-7-yl)pyrimidin-2-amine